2-(4-trifluoromethyl-phenyl)-2,3-dihydro-1H-isoindol-1-one FC(C1=CC=C(C=C1)N1C(C2=CC=CC=C2C1)=O)(F)F